(4-((2-(4,4-Difluoropiperidin-1-yl)-6-methylpyrimidin-4-yl)carbamoyl)-3-(6-azaspiro[2.5]oct-6-yl)phenyl)boronic acid FC1(CCN(CC1)C1=NC(=CC(=N1)NC(=O)C1=C(C=C(C=C1)B(O)O)N1CCC2(CC2)CC1)C)F